C1(CC1)CC#CC=1C=C(OC2=C(N=NN2)C(=O)O)C=C(C1)F 5-(3-(3-cyclopropylprop-1-ynyl)-5-fluorophenoxy)-1H-1,2,3-triazole-4-carboxylic acid